O1C=CC2=C1C(=CC=C2)P(N(CCCC)P(C2=CC=C(C=C2)[Si](CCCC)(CCCC)CCCC)C2=CC=C(C=C2)[Si](CCCC)(CCCC)CCCC)C2=CC=C(C=C2)[Si](CCCC)(CCCC)CCCC 1-(benzofuran-7-yl)-N-(bis(4-(tributylsilyl)phenyl)phosphaneyl)-N-butyl-1-(4-(tributylsilyl)phenyl)phosphanamine